4-fluoro-N-((1S,2S)-2-methyl-1-(5-(2-methylpyrimidin-4-yl)-5,6,7,8-tetrahydro-1,5-naphthyridin-2-yl)cyclopropyl)benzamide FC1=CC=C(C(=O)N[C@@]2([C@H](C2)C)C2=NC=3CCCN(C3C=C2)C2=NC(=NC=C2)C)C=C1